BrC=1C=C(C=CC1)C1(NC(=CC=N1)C1=CC=CC=C1)C1=CC=CC=C1 2-(3-bromophenyl)-2,6-diphenylpyrimidine